ClC=1C=C(C=CC1)C(=O)N1CC(/C(/CC1)=C/C#CC1=NC=CC(=C1)OC)(C)C (3-chlorophenyl)[(4E)-4-[3-(4-methoxypyridin-2-yl)prop-2-yn-1-ylidene]-3,3-dimethylpiperidin-1-yl]methanone